NC(C(=O)O)CCCCCS 2-amino-7-sulfanylheptanoic acid